C(C)(C)(C)N1C=NC(=C1)C(=O)O 1-(tert-butyl)-1H-imidazole-4-carboxylic acid